N-(3-cyclohexyl-1-((4-(methylamino)-3,4-dioxo-1-(2-oxopyrrolidin-3-yl)butan-2-yl)amino)-1-oxopropan-2-yl)-9-hydroxy-9H-fluorene-9-carboxamide C1(CCCCC1)CC(C(=O)NC(CC1C(NCC1)=O)C(C(=O)NC)=O)NC(=O)C1(C2=CC=CC=C2C=2C=CC=CC12)O